OC1(CCC(CC1)N1C=C(C2=C1N=C(N=C2)N[C@@H](C)CCC)C2=CC=C(C=C2)CN2CCN(CC2)C(=O)OC(C)(C)C)C tert-Butyl 4-([4-[7-(4-hydroxy-4-methylcyclohexyl)-2-[(2S)-pentan-2-ylamino]pyrrolo[2,3-d]pyrimidin-5-yl]phenyl]methyl)piperazine-1-carboxylate